bis(4-(tert-butyl)phenyl)phosphine oxide C(C)(C)(C)C1=CC=C(C=C1)P(C1=CC=C(C=C1)C(C)(C)C)=O